(3S,4S)-1-(5-(3,5-dimethyl-1H-pyrazol-4-yl)-1H-pyrrole-2-carbonyl)-N-(4-fluoro-3-methylphenyl)-4-methylpyrrolidine-3-carboxamide CC1=NNC(=C1C1=CC=C(N1)C(=O)N1C[C@H]([C@@H](C1)C)C(=O)NC1=CC(=C(C=C1)F)C)C